BrC1=CC=C(S1)C(=O)NC1=C(C=CC(=C1)Cl)OCCOC 5-bromo-N-(5-chloro-2-(2-methoxyethoxy)phenyl)thiophene-2-carboxamide